FC1=CC=C(C=C1)CC(=O)NC=1SC(=NN1)C1CCN(CC1)C=1N=NC(=CC1)NC(CC1=NC=CC=C1)=O 2-(4-Fluorophenyl)-N-(5-(1-(6-(2-(pyridin-2-yl)acetamido)pyridazin-3-yl)piperidin-4-yl)-1,3,4-thiadiazol-2-yl)acetamide